C(CCCCC)C(CCCCCC)N N-(1-hexyl-heptyl)amine